C1(=CC=CC2=CC=CC=C12)S(=O)(=O)OC1=CC=C(C=C1)NC(=O)NC1=CC=C(C=C1)OS(=O)(=O)C1=CC=CC2=CC=CC=C12 N,N'-di-[4-(1-naphthalenesulfonyloxy)phenyl]urea